C(C)(=O)ON=C(C)C=1C=CC=2N(C3=CC=C(C=C3C2C1)C(C1=C(C=C(C=C1)OCC1OC(OCC1)(C)C)C)=O)CC N-acetoxy-1-[9-ethyl-6-{2-methyl-4-(3,3-dimethyl-2,4-dioxanylmethyloxy)benzoyl}-9H-carbazol-3-yl]ethane-1-imine